N1(N=NC=C1)CCCNCC1=CC=C(C=N1)C#CC1=CC=C(C=C1)C1=CC(=NO1)CN1C(=NC=C1)[C@H](C)O (S)-1-(1-((5-(4-((6-(((3-(1H-1,2,3-triazol-1-yl)propyl)amino)methyl)pyridin-3-yl)ethynyl)phenyl)isoxazole-3-yl)methyl)-1H-imidazol-2-yl)ethan-1-ol